fluorine azamethylenebipyridine N=C1C(=NC=CC1)C1=NC=CC=C1.[F]